BrC1=CC(=C(C=C1F)N1[C@@H](CN(CC1)CCC1=CC=CC=2N(C(N(C21)C)=O)C2C(NC(CC2)=O)=O)C)F 3-(4-(2-((R)-4-(4-bromo-2,5-difluorophenyl)-3-methylpiperazin-1-yl)ethyl)-3-methyl-2-oxo-2,3-dihydro-1H-benzo[d]imidazol-1-yl)piperidine-2,6-dione